FC1=C(C=CC(=C1)[N+](=O)[O-])N1CC(CC1)N(C)C 1-(2-fluoro-4-nitrophenyl)-N,N-dimethylpyrrolidin-3-amine